fluorosorbitol FC(O)[C@H](O)[C@@H](O)[C@H](O)[C@H](O)CO